(E)-7-dodecenoic acid C(CCCCC\C=C\CCCC)(=O)O